3-[3-methyl-2-oxo-4-(piperazin-1-yl)-1,3-benzodiazol-1-yl]piperidine-2,6-dione hydrochloride Cl.CN1C(N(C2=C1C(=CC=C2)N2CCNCC2)C2C(NC(CC2)=O)=O)=O